3-hydroxypropanamide citrate C(CC(O)(C(=O)O)CC(=O)O)(=O)O.OCCC(=O)N